(1R,2S,3R,5R)-3-[4-amino-2-chloro-5-(1,3-thiazol-2-yl)pyrrolo[2,3-d]pyrimidin-7-yl]-5-{1-[2-(pyridin-4-yl)ethyl]piperidin-4-yl}cyclopentane-1,2-diol NC=1C2=C(N=C(N1)Cl)N(C=C2C=2SC=CN2)[C@H]2[C@@H]([C@@H]([C@H](C2)C2CCN(CC2)CCC2=CC=NC=C2)O)O